C(C)(C)(C)OC(CC#N)=O tert.Butylcyanoacetat